3,4-dimethylbenzoyldiphenylphosphine oxide CC=1C=C(C(=O)P(C2=CC=CC=C2)(C2=CC=CC=C2)=O)C=CC1C